(S)-5-(2,5-difluorophenyl)-2,3-dimethyl-7-(2-(1-methyl-1H-pyrazol-4-yl)morpholino)pyrido[4,3-d]pyrimidin-4(3H)-one FC1=C(C=C(C=C1)F)C1=NC(=CC=2N=C(N(C(C21)=O)C)C)N2C[C@@H](OCC2)C=2C=NN(C2)C